COC(=O)C1=CC=2CCCC(C2C=C1)Cl 5-chloro-5,6,7,8-tetrahydronaphthalene-2-carboxylic acid methyl ester